6-(6'-amino-5-(4-methylpiperazin-1-yl)-[2,3'-bipyridin]-5'-yl)-3,4-dihydroisoquinolin-1(2H)-one NC1=C(C=C(C=N1)C1=NC=C(C=C1)N1CCN(CC1)C)C=1C=C2CCNC(C2=CC1)=O